(R)-4-(tert-butyl)-4-hydroxy-8-(pyridazin-4-yl)-1,3,4,5-tetrahydro-6H-pyrano[4,3-b]Thieno[3,2-d]Pyridin-6-one C(C)(C)(C)[C@@]1(COCC2=C1NC(C1=C2C=C(S1)C1=CN=NC=C1)=O)O